(E)-9-(4-bromobut-2-en-1-yl)-4-chloro-2-(1-ethyl-3-methyl-1H-pyrazol-5-yl)-8-methoxy-9H-pyrimido[4,5-b]Indole-6-carboxamide BrC/C=C/CN1C2=C(C3=CC(=CC(=C13)OC)C(=O)N)C(=NC(=N2)C2=CC(=NN2CC)C)Cl